NC=1N=CC(=NC1)C(=O)NC=1C(=C(C=CC1)C=1C(=C(C=CC1)C1=CC(=C(C(=C1)OC)CN1CC(C1)C(=O)O)F)C)C 1-((3''-(5-aminopyrazine-2-carboxamido)-3-fluoro-5-methoxy-2',2''-dimethyl-[1,1':3',1''-terphenyl]-4-yl)methyl)azetidine-3-carboxylic acid